1-[1-(benzenesulfonyl)-4-bromoindazol-3-yl]-N-methylpiperidine-4-carboxamide C1(=CC=CC=C1)S(=O)(=O)N1N=C(C2=C(C=CC=C12)Br)N1CCC(CC1)C(=O)NC